COC1=C(C=C(C2=C1C=CO2)OC)/C=C/C(=O)NC2=CC=C(C=C2)F (E)-3-(4,7-dimethoxybenzofuran-5-yl)-1-N-(4'-fluorophenyl)-acrylamide